1-chloro-fluorobiphenyl ClC1(C(C=CC=C1)F)C1=CC=CC=C1